3,3,3-Trifluoro-N-(2-fluoro-4-(2-(((3S,5S)-5-fluoropiperidin-3-yl)amino)-8-isopropyl-7-oxo-7,8-dihydropyrido[2,3-d]pyrimidin-6-yl)phenyl)propane-1-sulfonamide FC(CCS(=O)(=O)NC1=C(C=C(C=C1)C1=CC2=C(N=C(N=C2)N[C@@H]2CNC[C@H](C2)F)N(C1=O)C(C)C)F)(F)F